COC1=CC(=NC=C1)COC=1C=C2C(=NC1)OC(=N2)C=2C=NC=CC2 4-methoxy-2-({[2-(pyridin-3-yl)-[1,3]oxazolo[5,4-b]pyridin-6-yl]oxy}methyl)pyridine